ClC=1C=CC2=C(N(C3=C(N(C2=O)C)C=CC=C3)CCCN(C(=O)OC(C)(C)C)C(=O)[O-])C1 tert-butyl [3-(3-chloro-10-methyl-11-oxo-10,11-dihydro-5H-dibenzo[b,e][1,4]diazepin-5-yl)propyl]imidodicarbonate